ClC1=NC=C(C(=C1)C1=CC(=NC=C1C(=O)NC1=NC(=NS1)C1=C(C=NN1C)C)N1C(C(=CC=C1)F)=O)OC 2''-Chloro-N-(3-(1,4-dimethyl-1H-pyrazol-5-yl)-1,2,4-thiadiazol-5-yl)-3-fluoro-5''-methoxy-2-oxo-2H-[1,2':4',4''-terpyridine]-5'-carboxamide